C(C)(C)(C)OC(=O)N1C(C2=CC(=NC=C2CC1)OS(=O)(=O)C(F)(F)F)C 1-methyl-7-(trifluoromethanesulfonyloxy)-3,4-dihydro-1H-2,6-naphthyridine-2-carboxylic acid tert-butyl ester